N-((4-fluoro-2,6-diisopropylphenyl)carbamoyl)-4-hydroxy-4-methyl-5,6,7,8-tetrahydro-4H-5,8-methanocyclohepta[b]furan-2-sulfonamide FC1=CC(=C(C(=C1)C(C)C)NC(=O)NS(=O)(=O)C1=CC2=C(O1)C1CCC(C2(C)O)C1)C(C)C